FC(C=1C=C(C=C(C1)C(F)(F)F)[C@@H](C)N)(F)F (R)-1-[3,5-bis(trifluoromethyl)phenyl]ethylamine